1,3-diamino-2,2-dimethylpropane NCC(CN)(C)C